tert-butyl (S or R)-7-acryloyl-2-(4-(bicyclo[1.1.1]pentan-1-yl)phenyl)-2,3,4,5a,6,7,8,9-octahydro-5H-1,2,5,7-tetraazabenzo[cd]azulene-5-carboxylate C(C=C)(=O)N1C[C@@H]2C3=C(N(N=C3CC1)C1=CC=C(C=C1)C13CC(C1)C3)CCN2C(=O)OC(C)(C)C |o1:6|